BrC1=CC(=C(C(=O)NC)C=C1)NC(=O)NC1=CC(=CC=C1)Cl 4-bromo-2-[3-(3-chlorophenyl)ureido]-N-methylbenzamide